N-(7-(4,4-difluoropiperidin-1-yl)-2,3-dihydrobenzofuran-5-yl)-4-(ethylsulfonamido)-2-((1R,5S)-3-azaspiro[bicyclo[3.2.1]octane-8,1'-cyclopropan]-3-yl)benzamide FC1(CCN(CC1)C1=CC(=CC=2CCOC21)NC(C2=C(C=C(C=C2)NS(=O)(=O)CC)N2C[C@@H]1CC[C@H](C2)C12CC2)=O)F